C(CCCCCCCCCCC)N 1-dodecanamine